(E)-2,2-difluoro-1-(4-fluorophenyl)-4-iodo-4-phenyl-3-buten-1-one FC(C(=O)C1=CC=C(C=C1)F)(\C=C(/C1=CC=CC=C1)\I)F